N-(1-benzyl-pyrrolidin-3-yl)-2-(1-phenyl-1H-pyrazol-4-yl)-1,3-thiazole-4-carboxamide C(C1=CC=CC=C1)N1CC(CC1)NC(=O)C=1N=C(SC1)C=1C=NN(C1)C1=CC=CC=C1